C(#N)C=1C=CC=2NC(N(C3(C2N1)CC3)CC(=O)O)=O 6'-cyano-2'-oxo-1'H-spiro[cyclopropane-1,4'-pyrido[3,2-d]pyrimidin]-3'-ylacetic acid